Methyl 2-((3-(6-((4-cyano-2-fluorobenzyl) oxy) pyridin-2-yl)-3-methylpyrrolidin-1-yl) methyl)-1-((S)-oxetan-2-ylmethyl)-1H-benzo[d]imidazole-6-carboxylate C(#N)C1=CC(=C(COC2=CC=CC(=N2)C2(CN(CC2)CC2=NC3=C(N2C[C@H]2OCC2)C=C(C=C3)C(=O)OC)C)C=C1)F